N1N=C(C=C1)C=1C=C(C(=O)N2[C@H](CCC2)C(=O)N)C=CC1 1-(3-(1H-pyrazol-3-yl)benzoyl)-D-prolinamide